4-(6-fluoro-pyrazolo[1,5-a]pyridin-3-yl)-7-[[5-(4-hydroxy-1-piperidyl)-2-pyridyl]amino]isoindolin-1-one FC=1C=CC=2N(C1)N=CC2C2=C1CNC(C1=C(C=C2)NC2=NC=C(C=C2)N2CCC(CC2)O)=O